C1(=CC=C(C=C1)S(=O)(=O)ON1C(CCC1=O)=O)C N-(4-tolylsulfonyloxy)succinimide